1-(9Z-octadecenoyl)-2-(5Z,8Z,11Z,14Z-eicosatetraenoyl)-sn-glycero-3-phosphocholine CCCCCCCC/C=C\CCCCCCCC(=O)OC[C@H](COP(=O)([O-])OCC[N+](C)(C)C)OC(=O)CCC/C=C\C/C=C\C/C=C\C/C=C\CCCCC